ClC1=CNC2=CC=C(C=C12)CNC(=O)C=1N=NN(C1)CC=1N=C2N(C=C(C=C2)C2CC2)C1 N-((3-chloro-1H-indol-5-yl)methyl)-1-((6-cyclopropylimidazo[1,2-a]pyridin-2-yl)methyl)-1H-1,2,3-triazole-4-carboxamide